N=1C=C(N2N=CC=CC21)NC(=O)C2=CC1=CN(N=C1C=C2OC)[C@@H]2[C@H](CC(CC2)=O)C N-(Imidazo[1,2-b]pyridazin-3-yl)-6-methoxy-2-((1S,2S)-2-methyl-4-oxocyclohexyl)-2H-indazole-5-carboxamide